Methyl 2-[4-(2-bromoacetyl)-4-methyl-chroman-8-yl]cyclopentanecarboxylate BrCC(=O)C1(CCOC2=C(C=CC=C12)C1C(CCC1)C(=O)OC)C